C1(CC1)NC(C1=C(C=C(C=C1OC)C1=CN=C2N1C=CC(=C2)OCCN2CCN(CC2)C)OC(F)F)=O N-cyclopropyl-2-(difluoromethoxy)-6-methoxy-4-[7-[2-(4-methylpiperazin-1-yl)ethoxy]imidazo[1,2-a]pyridin-3-yl]benzamide